C(C)OC1=C(C=C(C=C1)C)N1/C(/SCC1=O)=N/C(OCCC1=CC=C(C=C1)C1=NN(C=N1)C1=CC=C(C=C1)OC(F)(F)F)=O 4-(1-(4-(Trifluoromethoxy)phenyl)-1H-1,2,4-triazol-3-yl)phenethyl (Z)-(3-(2-ethoxy-5-methylphenyl)-4-oxothiazolidin-2-ylidene)carbamate